OC1C=CC(C1)=O 4-hydroxycyclopent-2-en-1-one